BrC=1C(=NC(=NC1)Cl)OC1=C(C(=O)NC2CC2)C=CC=C1 2-((5-bromo-2-chloropyrimidin-4-yl)oxy)-N-cyclopropylbenzamide